FC1=CC(=C(C=C1)N1C=C(C=2C1=CN=CC2)C2CCN(CC2)CN2C(=CC1=C(C=CC=C21)C)C#N)CC(C)C ((4-(1-(4-fluoro-2-isobutylphenyl)-1H-pyrrolo[2,3-c]pyridin-3-yl)piperidin-1-yl)methyl)-4-methyl-1H-indole-2-carbonitrile